chloromethyl-formamide ClCNC=O